C(C)(C)C1=C(NC2=CC=C(C=C12)O[C@@H]1CNCCC1)C=1C=C(C(N(C1)C)=O)C (S)-5-(3-Isopropyl-5-(piperidin-3-yloxy)-1H-indol-2-yl)-1,3-dimethylpyridin-2(1H)-on